2-(3,5-difluoro-4-((4-(imidazo[1,2-b]pyridazin-3-yl)-1H-1,2,3-triazol-1-yl)methyl)phenyl)-5-(difluoromethyl)-1,3,4-oxadiazole FC=1C=C(C=C(C1CN1N=NC(=C1)C1=CN=C2N1N=CC=C2)F)C=2OC(=NN2)C(F)F